(R)-6-Benzyl-3-((4-hydroxy-1-(3-phenylbutanoyl)piperidin-4-yl)methyl)pyrimidin-4(3H)-one C(C1=CC=CC=C1)C1=CC(N(C=N1)CC1(CCN(CC1)C(C[C@@H](C)C1=CC=CC=C1)=O)O)=O